(R)-(3',5'-difluoro-3-methyl-[1,1'-biphenyl]) FC=1C=C(C=C(C1)F)C1=CC(=CC=C1)C